BrC1=CC2=C(C=C(S2)F)C=C1 6-bromo-2-fluoro-1-benzothiophene